C(=O)(O)C(O)C(O)C(=O)O.BrC=1NC2=CC=CC=3C4=C[C@H](CN([C@@H]4CC1C32)CCC)C(=O)N3[C@H](C[C@@H]3C)C.BrC=3NC2=CC=CC=1C4=C[C@H](CN([C@@H]4CC3C12)CCC)C(=O)N1[C@H](C[C@@H]1C)C ((6aR,9R)-5-bromo-7-propyl-4,6,6a,7,8,9-hexahydroindolo[4,3-fg]quinolin-9-yl)((2S,4S)-2,4-dimethylazetidin-1-yl)methanone hemitartrate